6-methyl-2-thiouracil-1-acetic acid CC1=CC(NC(N1CC(=O)O)=S)=O